dicyclohexylphosphino-(N,N-dimethylamino)biphenyl C1(CCCCC1)P(C1CCCCC1)C=1C(=C(C=CC1)C1=CC=CC=C1)N(C)C